ClC1=C(C#N)C=CC(=C1)N1CC2(C[C@@H]1C)CCN(CC2)C=2C=NC(=CC2)C(=O)N2CCC(CC2)CN2CCN(CC2)C2=CC(=CC=C2)N[C@H]2C(NC(CC2)=O)=O 2-Chloro-4-((S)-8-(6-(4-((4-(3-(((R)-2,6-dioxopiperidin-3-yl)amino)phenyl)piperazin-1-yl)methyl)piperidin-1-carbonyl)pyridin-3-yl)-3-methyl-2,8-diazaspiro[4.5]dec-2-yl)benzonitrile